4,7-bis-[3,3-bis(4-dimethylaminophenyl)phthalide-6-yl]benzothiadiazole CN(C1=CC=C(C=C1)C1(OC(=O)C2=CC(=CC=C12)C1=CC=C(C2=C1N=NS2)C2=CC=C1C(OC(=O)C1=C2)(C2=CC=C(C=C2)N(C)C)C2=CC=C(C=C2)N(C)C)C2=CC=C(C=C2)N(C)C)C